C(C)(C)(C)OC(=O)N1C(CC(CC1)C1=C(C(=CC=C1OC)Cl)Cl)C(NC)=O 4-(2,3-dichloro-6-methoxyphenyl)-2-(methylcarbamoyl)piperidine-1-carboxylic acid tert-butyl ester